COC1=CC=C(C=C1)C(OC[C@@H]1C(C([C@@H](O1)N1C(NC(C=C1)=O)=O)OC(CCC(=O)O)=O)OCCOCCCCCCCC\C=C/CCCCCCCC)(C1=CC=CC=C1)C1=CC=C(C=C1)OC 4-[(2R,5R)-5-[[bis(4-methoxyphenyl)-phenyl-methoxy]methyl]-2-(2,4-dioxopyrimidin-1-yl)-4-[2-[(Z)-octadec-9-enoxy]ethoxy]tetrahydrofuran-3-yl]oxy-4-oxo-butanoic acid